1-((1-(benzo[d][1,3]dioxol-5-yl)azetidin-3-yl)methyl)-6-bromo-3,3-dimethylindolin-2-one O1COC2=C1C=CC(=C2)N2CC(C2)CN2C(C(C1=CC=C(C=C21)Br)(C)C)=O